CN(C1=CC=C(C=C1)C1=CC(=C(C=C1)C(N(C(=O)[C@H]1[C@H]2CC[C@@H](C1)C2)C=2C=C(C=NC2)/C=C/C(=O)OC)[2H])F)C methyl (E)-3-(5-((1S,2R,4R)-N-((4'-(dimethylamino)-3-fluoro-[1,1'-biphenyl]-4-yl)methyl-d)bicyclo[2.2.1]heptane-2-carboxamido)pyridin-3-yl)acrylate